((3R,4S)-4-((8-(5-(trifluoromethyl)pyridin-2-yl)-1,6-naphthyridin-5-yl)amino)pyrrolidin-3-yl)methanol hydrochloride HCl Cl.Cl.FC(C=1C=CC(=NC1)C=1C=NC(=C2C=CC=NC12)N[C@H]1[C@@H](CNC1)CO)(F)F